Cl.N[C@@H](CC(=O)O)CC1=NN(N=C1)C1=CC=C(C=C1)OC1=NC=C(C=C1F)Cl (R)-3-amino-4-(2-(4-((5-chloro-3-fluoropyridin-2-yl)oxy)phenyl)-2H-1,2,3-triazol-4-yl)butanoic acid hydrochloride